(3,4-dichloro-2-fluorophenyl)(5-iodo-4-methyl-1-((2-(trimethylsilyl)ethoxy)methyl)-1H-imidazol-2-yl)methyl diisopropylcarbamate C(C)(C)N(C(OC(C=1N(C(=C(N1)C)I)COCC[Si](C)(C)C)C1=C(C(=C(C=C1)Cl)Cl)F)=O)C(C)C